1-methyl-4-(6-methyl-5-nitropyridin-2-yl)-1H-pyrazole-5-carboxylic acid methyl ester COC(=O)C1=C(C=NN1C)C1=NC(=C(C=C1)[N+](=O)[O-])C